(2S)-2-[(5-{[(2,4-diamino-6-oxo-1,6-dihydropyrimidin-5-yl)carbamoyl]amino}pyridin-2-yl)formamido]-4-(1H-1,2,3,4-tetrazol-5-yl)butanoic acid NC=1NC(C(=C(N1)N)NC(=O)NC=1C=CC(=NC1)C(=O)N[C@H](C(=O)O)CCC1=NN=NN1)=O